ClC1=CC=C(C=C1)C1CCC(CC1)C1=C(C2=CC=CC=C2C=C1)O 2-(4-(4-chlorophenyl)cyclohexyl)-1-naphthol